imidazo[1',2':1,5]pyrrolo[2,3-d]pyrimidine N1=CN=CC2=C1N1C(=C2)N=CC1